COC(=O)C1=CC=C(C=C1)C1=CC=C(C=C1)C(=O)NC1=CC=C(C=C1)C1=CC=CS1 5-{4-[4'-(methoxycarbonyl)-[1,1'-biphenyl]-4-amido]phenyl}thiophene